C(C)(=O)N(C1=CC=C(C=C1)C1=CC=C(C=N1)C(=O)NCC=1C=NC=CC1)CCCC 6-[4-[acetyl(butyl)amino]phenyl]-N-(3-pyridylmethyl)pyridine-3-carboxamide